BrC=1C=C2C=NC(=NC2=CC1)NC=1C=CC(=C(C1)NC(=O)C1=CC=C(C(=O)OCC)C=C1)C ethyl 4-((5-((6-bromoquinazolin-2-yl)amino)-2-methylphenyl)carbamoyl)benzoate